5,6-dichloro-4-(pyrrolidin-1-ylmethyl)-1H-pyrrolo[2,3-b]pyridine ClC=1C(=C2C(=NC1Cl)NC=C2)CN2CCCC2